OC=1C(=C(C(=O)OC)C(=CC1)C)C methyl 3-hydroxy-2,6-dimethylbenzoate